C(C)(=O)NCC=1C=C(C=CC1)B(O)O (3-ACETAMIDOMETHYLPHENYL)BORONIC ACID